NC=1N=CC(=NC1C=1OC(=NN1)C1=CC=C(C=C1)CNC(CF)C)C1=CC=C(C=C1)S(=O)(=O)C(CCO)C 3-(4-(5-amino-6-(5-(4-((1-fluoropropan-2-ylamino)methyl)phenyl)-1,3,4-oxadiazol-2-yl)pyrazin-2-yl)phenylsulfonyl)butan-1-ol